[Na].NCCNCC 2-[(2-aminoethyl)amino]ethane sodium